Cl.Cl.N[C@H](C(=O)OCC(F)(F)F)CC1=CC=C2C=CC=NC2=C1 2,2,2-Trifluoroethyl (S)-2-amino-3-(quinolin-7-yl)propanoate dihydrochloride